3-fluoro-4-(((1-(piperidin-4-yl)-1H-pyrazol-3-yl)thio)methyl)benzonitrile FC=1C=C(C#N)C=CC1CSC1=NN(C=C1)C1CCNCC1